C(#N)C1=CC=C(C=C1)C1=CC=C(C=C1)C1=CC2=C(N=C(O2)C2=CC=C(C=C2)C=2C3=CC=CC=C3C=3C=CC=CC3C2)C(=C1)C1=CC=CC=C1 6-(4'-cyano-biphenyl-4-yl)-2-{4-(phenanthren-9-yl)-phenyl}-4-phenyl-benzoxazole